3-(4-Methylthiazol-5-yl)-6-(3-phenylpropoxy)-2-(pyrimidin-5-yl)-1H-inden-1-one CC=1N=CSC1C1=C(C(C2=CC(=CC=C12)OCCCC1=CC=CC=C1)=O)C=1C=NC=NC1